CNCC(=O)OC Methyl methylglycinate